2-(2'-hydroxy-3',5'-dibutylphenyl)benzotriazole OC(CC=1C=C(C=C(C1)N1N=C2C(=N1)C=CC=C2)CCCC)CC